3,3'-bis(triphenylsilyl)-binaphthol C1(=CC=CC=C1)[Si](C1=C(C(=C2C=CC=CC2=C1)C1=CC(=CC2=CC=CC=C12)[Si](C1=CC=CC=C1)(C1=CC=CC=C1)C1=CC=CC=C1)O)(C1=CC=CC=C1)C1=CC=CC=C1